4-[(3-bromophenoxy)methyl]-3-iodo-benzonitrile BrC=1C=C(OCC2=C(C=C(C#N)C=C2)I)C=CC1